C(=C)O ethan-1-en-1-ol